C1(CC1)C1=C(C=C(C(=C1)[N+](=O)[O-])OC)N1CCC(CC1)CN1CC2C(C1)CN(C2)C=2C=C1C(N(C(C1=CC2)=O)C2C(NC(CC2)=O)=O)=O 5-(5-((1-(2-cyclopropyl-5-methoxy-4-nitrophenyl)piperidin-4-yl)methyl)hexahydropyrrolo[3,4-c]pyrrol-2(1H)-yl)-2-(2,6-dioxopiperidin-3-yl)isoindoline-1,3-dione